(diphenylphosphorylmethyl)-(2-biphenylyl)chlorophosphine C1(=CC=CC=C1)P(=O)(C1=CC=CC=C1)CP(Cl)C1=C(C=CC=C1)C1=CC=CC=C1